C(C(=O)C(=O)O)[P+](=O)O The molecule is a member of phosphinic acids. It derives from a pyruvic acid and a phosphinic acid. It is a conjugate acid of a 3-[hydroxy(oxido)phosphoranyl]pyruvate(2-).